1,1'-(1,4-Piperazinediyl)bis[1-[2-[4-(diethylamino)-2-hydroxybenzoyl]phenyl]methanone] N1(CCN(CC1)C(=O)C1=C(C=CC=C1)C(C1=C(C=C(C=C1)N(CC)CC)O)=O)C(=O)C1=C(C=CC=C1)C(C1=C(C=C(C=C1)N(CC)CC)O)=O